3-ethylsulfanyl-N-[4-(methylamino)-8-(trifluoromethoxy)-3-quinolinyl]-5-(trifluoromethyl)pyridine-2-carboxamide C(C)SC=1C(=NC=C(C1)C(F)(F)F)C(=O)NC=1C=NC2=C(C=CC=C2C1NC)OC(F)(F)F